4-{3-fluoro-5-[(1-{[4-(propan-2-yl)phenyl]carbamoyl}-DL-prolyl)amino]pyridin-2-yl}benzoic acid FC=1C(=NC=C(C1)NC([C@H]1N(CCC1)C(NC1=CC=C(C=C1)C(C)C)=O)=O)C1=CC=C(C(=O)O)C=C1 |r|